N-Cbz-1,2-diaminoethane C(=O)(OCC1=CC=CC=C1)NCCN